C(CCC)C1=NC=C(C2=CC=CC=C12)C butyl-4-methylisoquinoline